COC(=O)C12CC3C(C(CC(C1)C3)C2)NC2=CC(=C(C=C2)N)OC 4-((4-amino-3-methoxyphenyl)amino)adamantane-1-carboxylic acid methyl ester